4-(2-((1-(Trans-4-cyanocyclohexyl)-1H-pyrazol-4-yl)amino)-5-methylpyrimidin-4-yl)benzoic Acid C(#N)[C@@H]1CC[C@H](CC1)N1N=CC(=C1)NC1=NC=C(C(=N1)C1=CC=C(C(=O)O)C=C1)C